C(CCCCCCCC)N(CC(=O)N1CCN(CC1)C(CN(CCN(CCCCCCCC(=O)OC)CCCCCCCCC)CCCCCCCCC)=O)CCCCCCCCC Methyl 8-((2-((2-(4-(dinonylglycyl)piperazin-1-yl)-2-oxoethyl)(nonyl)amino)ethyl)(nonyl)amino)octanoate